[O-2].[Mg+2] MAGNESIUM-OXIDE